ClC1=CC(=C(C=C1)B(O)O)OCOC 4-chloro-2-(methoxymethoxy)phenylboronic acid